1-(4-Chlorobenzyl)-N-(2,4-dimethyl-5-oxo-5,6,7,8-tetrahydro-4H-pyrazolo[1,5-a][1,3]diazepin-6-yl)-1H-1,2,4-triazol-3-carboxamid ClC1=CC=C(CN2N=C(N=C2)C(=O)NC2C(N(C=3N(CC2)N=C(C3)C)C)=O)C=C1